N,N'-dimethyl-ethane-1,2-diimine CN=CC=NC